COC(=O)C1=NON=C1CCCOCC1=CC=CC=C1.C(C)(C)(C)C1=C(C=CC=C1)N=C(C)C1=NC(=CC=C1)C(C)=NC1=C(C=CC=C1)C(C)(C)C 2,6-bis[1-(2-tert-butylphenyl-imino)ethyl]Pyridine methyl-4-(3-Benzyloxypropyl)-1,2,5-oxadiazole-3-carboxylate